N-(6-(Cyclopropyl-methoxy)-2,2-dimethyl-2,3-dihydrobenzofuran-5-yl)pyrazolo[1,5-a]pyrimidine-3-carboxamide C1(CC1)COC1=CC2=C(CC(O2)(C)C)C=C1NC(=O)C=1C=NN2C1N=CC=C2